FC(S(=O)(=O)OC1=NC(=C(C2=C1C=CS2)C2=C(C=C(C=C2OC[C@@H](C)O)F)F)C2=NN1C(CNC[C@@H]1C)=C2)(F)F [7-[2,4-difluoro-6-[(2R)-2-hydroxypropoxy] phenyl]-6-[(7S)-7-methyl-4,5,6,7-tetrahydropyrazolo[1,5-a]pyrazin-2-yl] thieno[3,2-c]pyridin-4-yl] trifluoromethanesulfonate